octaethyleneglycol bis(1,1,2,2-tetrafluoro-n-butyl) ether FC(C(CC)(F)F)(F)OCCOCCOCCOCCOCCOCCOCCOCCOC(C(CC)(F)F)(F)F